tert-butyl 2-(4-chloro-3-fluorophenyl)-3-iodo-6,7-dihydropyrazolo[1,5-a]pyrazine-5(4H)-carboxylate ClC1=C(C=C(C=C1)C1=NN2C(CN(CC2)C(=O)OC(C)(C)C)=C1I)F